1,2-bis(3-fluorophenyl)-4-phenyl-1,2,4-triazolidine FC=1C=C(C=CC1)N1N(CN(C1)C1=CC=CC=C1)C1=CC(=CC=C1)F